NC=1C(=NC(=C(N1)F)C1=CC(=C(C=C1)C1CCOCC1)CN1CCC1)C=1C=C2CCNC(C2=C(C1)F)=O 6-(3-amino-6-(3-(azetidin-1-ylmethyl)-4-(tetrahydro-2H-pyran-4-yl)phenyl)-5-fluoropyrazin-2-yl)-8-fluoro-3,4-dihydroisoquinolin-1(2H)-one